2,2'-azobis[2-methyl-N-(1,1-bis(hydroxymethyl)2-hydroxyethyl)propionamide] tetrahydrate O.O.O.O.N(=NC(C(=O)NC(CO)(CO)CO)(C)C)C(C(=O)NC(CO)(CO)CO)(C)C